8-fluoro-6-(4-aminophenyl)-2-imino-2H-chromen-3-thiocarboxamide FC=1C=C(C=C2C=C(C(OC12)=N)C(N)=S)C1=CC=C(C=C1)N